3-tert-butyl-1-[(2R)-4-{[3-(difluoromethoxy)phenyl]methyl}-6-fluoro-2-methyl-3-oxo-2H-1,4-benzoxazin-7-yl]urea C(C)(C)(C)NC(NC1=CC2=C(N(C([C@H](O2)C)=O)CC2=CC(=CC=C2)OC(F)F)C=C1F)=O